(2s,3s,4s)-N-(5-chloro-2,4-difluorophenyl)-3,4-dihydroxy-N-(methyl-d3)-1-(6-methyl-4-(trifluoromethyl)pyridin-2-yl)-5-oxopyrrolidine-2-carboxamide ClC=1C(=CC(=C(C1)N(C(=O)[C@H]1N(C([C@H]([C@H]1O)O)=O)C1=NC(=CC(=C1)C(F)(F)F)C)C([2H])([2H])[2H])F)F